C(N)(=O)[C@@H]1NCCC1 (R)-2-carbamoyl-pyrrolidine